C(C=C)(=O)N1CCN(CC1)C=1N=C(C=2CCN(CC2C1C#N)C1=CC=CC2=CC=CC(=C12)Cl)N1CC(OC(C1)C)C 3-(4-acryloylpiperazin-1-yl)-6-(8-chloronaphthalen-1-yl)-1-(2,6-dimethylmorpholino)-5,6,7,8-tetrahydro-2,6-naphthyridine-4-carbonitrile